ClC1=NC=C2C(=N1)N(N=C2)C2=C(C=CC=C2F)F 6-chloro-1-(2,6-difluorophenyl)pyrazolo[3,4-d]pyrimidine